(R)-5-(1-(azetidin-1-yl)ethyl)-1-(1H-pyrazol-4-yl)-4,6,7,8-tetrahydro-3H-9-oxa-2-thia-4-azabenzo[cd]azulen-3-one N1(CCC1)[C@H](C)C=1NC(C=2SC(=C3OCCCC1C23)C=2C=NNC2)=O